(R)-N-[4-(1,4,5,6-tetrahydro-4-methyl-6-oxo-3-pyridazinyl)phenyl]acetamide C[C@H]1C(=NNC(C1)=O)C1=CC=C(C=C1)NC(C)=O